1-(2-aminophenyl)pyrrole NC1=C(C=CC=C1)N1C=CC=C1